[2-chloro-5-(methoxymethyl)phenyl]boronic acid ClC1=C(C=C(C=C1)COC)B(O)O